2-isobutylethoxyphthalate C(C(C)C)CCOC1=C(C(C(=O)[O-])=CC=C1)C(=O)[O-]